S1=NCCCC1 thia-2-azacyclohexen